(2S)-2-(2,4-dimethylpyridin-3-yl)-1-methylpyrrolidin-1-ium citrate C(CC(O)(C(=O)[O-])CC(=O)[O-])(=O)[O-].CC1=NC=CC(=C1[C@H]1[NH+](CCC1)C)C.CC1=NC=CC(=C1[C@H]1[NH+](CCC1)C)C.CC1=NC=CC(=C1[C@H]1[NH+](CCC1)C)C